7-bromo-2-(Piperidin-4-yl)imidazo[1,2-a]pyridine BrC1=CC=2N(C=C1)C=C(N2)C2CCNCC2